N1C=C(C2=NC=CC=C21)\C=C/2\C(N(C(N2)=O)C(C)C)=O (Z)-5-((1H-pyrrolo[3,2-b]pyridin-3-yl)methylene)-3-isopropylimidazolidine-2,4-dione